SC1(N=NC=N1)CO 3-mercapto-1,2,4-triazolemethanol